FC=1C=C2C(=NNC2=CC1OCCOC)C1=CC(=NO1)C1=CC=C(C(=O)N2CC3(C2)CCN(CC3)C3COC3)C=C1 2-(4-{5-[5-Fluoro-6-(2-methoxyethoxy)-1H-indazol-3-yl]-1,2-oxazol-3-yl}benzoyl)-7-(oxetan-3-yl)-2,7-diazaspiro[3.5]nonan